2-[(4-{2-[(4-chloro-2-fluorobenzyl)oxy]pyridin-3-yl}piperidin-1-yl)methyl]-1-(1,3-oxazol-2-ylmethyl)-1H-benzimidazole-6-carboxylic acid ClC1=CC(=C(COC2=NC=CC=C2C2CCN(CC2)CC2=NC3=C(N2CC=2OC=CN2)C=C(C=C3)C(=O)O)C=C1)F